ClC1=CC=C(C=C1)\C(=C(/CO)\C)\CC(C)C (Z)-3-(4-chlorophenyl)-2,5-dimethylhex-2-en-1-ol